(1E)-1-(4-bromo-2,6-dimethylphenyl)-N-{2-[(3R)-3-fluorotetrahydro-1H-pyrrol-1-yl]ethyl}methanimine BrC1=CC(=C(C(=C1)C)\C=N\CCN1C[C@@H](CC1)F)C